tert-Butyl 2-{3-[(3S,4R)-4-(5-chloro-2-fluoropyridin-3-yl)-4-fluoro-3-methylpiperidine-1-carbonyloxy]propoxy}acetate ClC=1C=C(C(=NC1)F)[C@@]1([C@H](CN(CC1)C(=O)OCCCOCC(=O)OC(C)(C)C)C)F